NC=1C=2N(C(=CN1)C)C(=NC2C2=C(C=C(C=C2)NC(C(O)C2=CC(=CC=C2)F)=O)CC)C N-(4-(8-amino-3,5-dimethylimidazo[1,5-a]pyrazin-1-yl)-3-ethylphenyl)-2-(3-fluorophenyl)-2-hydroxyacetamide